1-phenyl-1H-phenylbenzoimidazole C1(=CC=CC=C1)C1(CC=CC=C1)C=1NC2=C(N1)C=CC=C2